COCCOCCO[C@](N)(CCC(=O)O)C(=O)O 2-(2-(2-methoxyethoxy)ethoxy)L-glutamic acid